OC=1C=C(C=CC1)C=CC(=O)C1=CC=C(C=C1)S(=O)(=O)NC1=CC=C(C=C1)OC 4-[3-(3-Hydroxyphenyl)prop-2-enoyl]-N-(4-methoxyphenyl)benzene-1-sulfonamide